2-methyl-5-(pyridin-2-ylmethoxy)-2H-indazole-3-carboxylic acid CN1N=C2C=CC(=CC2=C1C(=O)O)OCC1=NC=CC=C1